1-(p-toluenesulfonyl)pyrrole CC1=CC=C(C=C1)S(=O)(=O)N1C=CC=C1